OC1=C(C=CC=C1)C1=CC(=CN=N1)N1CCC(CC1)(C(=O)N1CCC2(CN(C2)CC2CCN(CC2)C2=CC=C(C=C2)[C@@H]2C(NC(CC2)=O)=O)CC1)OC (r)-3-(4-(4-((7-(1-(6-(2-hydroxyphenyl)pyridazin-4-yl)-4-methoxypiperidine-4-carbonyl)-2,7-diazaspiro[3.5]nonan-2-yl)methyl)piperidin-1-yl)phenyl)piperidine-2,6-dione